tert-butyl (R,E)-2-(2-(N-(tert-butyldiphenylsilyl)sulfamoyl)vinyl)pyrrolidine-1-carboxylate [Si](C1=CC=CC=C1)(C1=CC=CC=C1)(C(C)(C)C)NS(=O)(=O)/C=C/[C@@H]1N(CCC1)C(=O)OC(C)(C)C